5-(4-((7-ethyl-6-oxo-5,6-dihydro-1,5-naphthyridin-3-yl)methyl)piperazin-1-yl)-N-methylpyridineamide C(C)C=1C(NC=2C=C(C=NC2C1)CN1CCN(CC1)C=1C=CC(=NC1)C(=O)NC)=O